(S)-4-(2-(2-hydroxyphenyl)-6a,7,9,10-tetrahydro-5H-pyrazino[1',2':4,5]pyrazino[2,3-c]pyridazin-8(6H)-yl)cyclohexanone OC1=C(C=CC=C1)C=1C=C2C(=NN1)NC[C@@H]1N2CCN(C1)C1CCC(CC1)=O